C(C)OC(C(CC(=O)OCC)C1=CC=C(C=C1)Cl)=O p-chlorophenyl-succinic acid diethyl ester